1,5-diethyltetrazole C(C)N1N=NN=C1CC